P(=O)(OC=C(Cl)Cl)(OC)OC 2,2-di-chlorovinyl dimethyl phosphate